CC1=NC=CC(=C1[2H])C1CCC2(OCCO2)CC1 2-methyl-4-(1,4-dioxaspiro[4.5]decan-8-yl)pyridine-3-d